2-(2,3-Difluoro-6-(2-morpholinothiazol-4-yl)phenoxy)-N-(6-((3-(2,6-dioxopiperidin-3-yl)-4-oxo-3,4-dihydrobenzo[d][1,2,3]triazin-6-yl)amino)hexyl)acetamide FC1=C(OCC(=O)NCCCCCCNC2=CC3=C(N=NN(C3=O)C3C(NC(CC3)=O)=O)C=C2)C(=CC=C1F)C=1N=C(SC1)N1CCOCC1